COC1=NC(=CC=C1[C@H]1[C@H](O[C@@]([C@@H]1C)(C(F)(F)F)C)C(=O)NC1=CC(=NC=C1)C(=O)N)C(F)(F)F (2S,3S,4R,5S)-4-[[3-[2-Methoxy-6-(trifluoromethyl)-3-pyridyl]-4,5-dimethyl-5-(trifluoromethyl)tetrahydrofuran-2-carbonyl]amino]pyridin-2-carboxamid